CN1N=C(C=C1S(=O)(=O)N1CC2(C1)CC(C2)NCC2(COC2)C)C(F)(F)F 2-((1-Methyl-3-(trifluoromethyl)-1H-pyrazol-5-yl)sulfonyl)-N-((3-methyl-oxetan-3-yl)methyl)-2-azaspiro[3.3]heptan-6-amine